tert-butyl (6aR)-4-chloro-3-(2-fluoro-6-hydroxyphenyl)-1-((1-methylpiperidin-4-yl)oxy)-12-oxo-6a,7,9,10-tetrahydro-12H-pyrazino[2,1-c]pyrido[3,4-f][1,4]oxazepine-8(6H)-carboxylate ClC1=C(N=C(C=2C(N3[C@@H](COC21)CN(CC3)C(=O)OC(C)(C)C)=O)OC3CCN(CC3)C)C3=C(C=CC=C3O)F